CC1=CC=C(S1)C1=CC(=C(C=C1)NC(OC(C)(C)C)=O)[N+](=O)[O-] tert-butyl N-[4-(5-methyl-2-thienyl)-2-nitro-phenyl]carbamate